6-(4-fluorophenyl)-3-(4-methoxybenzyl)-1-((5-methylisoxazol-3-yl)methyl)-1,3-dihydro-2H-imidazo[4,5-b]pyridin-2-one FC1=CC=C(C=C1)C=1C=C2C(=NC1)N(C(N2CC2=NOC(=C2)C)=O)CC2=CC=C(C=C2)OC